BrC1=C(C=C2C(=NC(=NC2=C1F)OCC12CCCN2CCC1)N1C(NCC12CNCCC2)=O)F (7-bromo-6,8-difluoro-2-((hexahydro-1H-pyrrolizin-7a-yl)methoxy)quinazolin-4-yl)-1,3,7-triazaspiro[4.5]decan-2-one